C(C)(C)N1C(=NC(=C1)C(F)(F)F)C1=CC=C(C=C1)C(CC)O 1-(4-(1-isopropyl-4-(trifluoromethyl)-1H-imidazol-2-yl)phenyl)propan-1-ol